FC1=C(C=CC=C1F)CN1C(CCC1=O)CC(=O)OCCS(=O)(=O)C1=CC=C(C=C1)OC 2-(4-methoxyphenyl)sulfonylethyl 2-[1-[(2,3-difluorophenyl)methyl]-5-oxopyrrolidin-2-yl]acetat